C(#N)C1=CC=C(CNC(=O)C2=NN(C=3C(N(C(CC32)C)CC3(CC3)S(=O)(=O)C)=O)C)C=C1 N-(4-cyanobenzyl)-1,5-dimethyl-6-((1-(methylsulfonyl)cyclopropyl)methyl)-7-oxo-4,5,6,7-tetrahydro-1H-pyrazolo[3,4-c]Pyridine-3-carboxamide